CC1([C@H]([C@@H]1C1=C(C=C(C=C1)S(N)(=O)=O)C)C(=O)O)C Trans-2,2-dimethyl-3-(2-methyl-4-sulfamoylphenyl)cyclopropanecarboxylic acid